NC1(CC(C1)NC(=O)OC(C)(C)C)CC(=O)OC methyl 2-(1-amino-3-((tert-butoxycarbonyl)amino)cyclobutyl)acetate